C(CCCCCCCCCCCCCCC(C)C)(=O)OCCCCCCCC\C=C/CCCCCCCC Oleyl isostearate